FC(C1=NN=CS1)(F)F 5-(trifluoromethyl)-1,3,4-thiadiazole